FC1=CC(=C(C=C1)C1=CC(=CC=C1)C=1OC2=C(N1)C=C(C=C2C(F)(F)F)CNCC(=O)OC)C2=NN=CN2C Methyl ((2-(4'-fluoro-2'-(4-methyl-4H-1,2,4-triazol-3-yl)-[1,1'-biphenyl]-3-yl)-7-(trifluoromethyl)benzo[d]oxazol-5-yl)methyl)glycinate